C(#N)CC1=CC=C(C=C1)NC(=O)C1CC(CCC1C(C)C)C N-(4-cyanomethylphenyl)p-menthanecarboxamide